COC(=O)C=1N=C2N(C=CC(=C2)C(F)(F)F)C1S(=O)(=O)CC Methyl-3-(ethylsulfonyl)-7-(trifluoromethyl)imidazo[1,2-a]pyridin-2-carboxylat